FC1=CC=2N(C3=CC=C(C=C3C2C(=C1)F)F)CC1=CC=C(CP(OCC)(OCC)=O)C=C1 diethyl (4-((2,4,6-trifluoro-9H-carbazol-9-yl)methyl)benzyl)phosphonate